ClC=1C(=C(NC=2C3=C(N=CN2)C=CC(=N3)N3[C@@H]2CN([C@H](C3)C2)C(=O)OC(C)(C)C)C=CC1OC(F)(F)F)F tert-butyl (1S,4S)-5-[4-[3-chloro-2-fluoro-4-(trifluoromethoxy)anilino]pyrido[3,2-d]pyrimidin-6-yl]-2,5-diazabicyclo[2.2.1]heptane-2-carboxylate